1,4-dibutylpyridinium acetate C(C)(=O)[O-].C(CCC)[N+]1=CC=C(C=C1)CCCC